3-2-thienylalanine S1C(=CC=C1)C[C@H](N)C(=O)O